(Z)-N'-(2-chlorophenyl)-6-(6-methoxy-4-methylpyridin-3-yl)-4-((1-methyl-5-oxopyrrolidin-3-yl)amino)pyrrolo[1,2-b]pyridazine-3-carboximidamide ClC1=C(C=CC=C1)\N=C(/N)\C1=C(C=2N(N=C1)C=C(C2)C=2C=NC(=CC2C)OC)NC2CN(C(C2)=O)C